O=C1N(CC2(C1)CCN(CC2)C(=O)OC(C)(C)C)C=2C=C1[C@H](CN(CC1=CC2)C2=C1C(=NC=C2)N(N=C1)C)C tert-butyl 3-oxo-2-[(4R)-4-methyl-2-(1-methylpyrazolo[3,4-b]pyridin-4-yl)-3,4-dihydro-1H-isoquinolin-6-yl]-2,8-diazaspiro[4.5]decane-8-carboxylate